BrC=1C(=C(C2=CC=CC=C2C1)F)O 3-bromo-1-fluoronaphthalen-2-ol